2-Methylpyrimidine-4,5,6-d3 CC1=NC(=C(C(=N1)[2H])[2H])[2H]